(1aR,5aR)-2-(2,4-Difluoro-phenyl)-1a,2,5,5a-tetrahydro-1H-2,3-diaza-cyclopropa[a]pentalene-4-carboxylic acid (1,1-dioxo-tetrahydro-1λ6-thiophen-3-yl)-amide O=S1(CC(CC1)NC(=O)C=1C=2C[C@@H]3[C@H](C2N(N1)C1=C(C=C(C=C1)F)F)C3)=O